5-Fluoro-6-(2-methoxyethoxy)-3-(3-{4-[3-(pyrimidin-4-yl)azetidine-1-carbonyl]phenyl}-1,2-oxazol-5-yl)-1H-indazole FC=1C=C2C(=NNC2=CC1OCCOC)C1=CC(=NO1)C1=CC=C(C=C1)C(=O)N1CC(C1)C1=NC=NC=C1